C(=O)=N[C@@H](CO)C(=O)O carbonylserine